C(C1=CC=CC=C1)(=O)C=1N2CCC(C2=CC1)C(=O)N[C@H]1C[C@H](CCC1)NC1=CC(=NC2=CC=CC=C12)C(F)(F)F 5-benzoyl-N-[(1R,3S)-3-{[2-(trifluoromethyl)quinolin-4-yl]amino}cyclohexyl]-2,3-dihydro-1H-pyrrolizine-1-carboxamide